C(C)(=O)NC1=CC=C(C=C1)C1=CN=C2N1C=C(N=C2)C(=O)N(C)C2=CC=C(C=C2)Br 3-(4-acetamidophenyl)-N-(4-bromophenyl)-N-methyl-imidazo[1,2-a]pyrazine-6-carboxamide